[N+](=O)([O-])C1=CC=C(C=C1)OC(NCC1=CC=NC=C1)=O (4-nitrophenyl)N-(4-pyridylmethyl)carbamate